O1CC[C@@H](C2=CC=CC=C12)NC(=O)C=1C=NC2=C(N=CC=C2C1N1CCOCC1)C1=C(C(=CC(=C1)Cl)Cl)Cl N-[(4S)-chroman-4-yl]-8-(2,3,5-trichlorophenyl)-4-(morpholin-4-yl)-1,7-naphthyridine-3-carboxamide